5-chloro-2-methyl-3-((1-methylpiperidin-4-yl)oxy)pyrazine ClC=1N=C(C(=NC1)C)OC1CCN(CC1)C